CN1C(N=C(C=2N(C=NC12)CCC)OCCCCC(C)=O)=O 3-methyl-6-((5-oxohexyl)oxy)-7-propyl-3,7-dihydro-2H-purin-2-one